N-[2-(diethylamino)-ethyl]acrylamide ((2R,3R,4S,5R)-4-Acetoxy-5-(2-amino-8-oxo-7-(prop-2-yn-1-yl)-7,8-dihydro-9H-purin-9-yl)-3-fluorotetrahydrofuran-2-yl)methyl-acetate C(C)(=O)O[C@@H]1[C@@H]([C@H](O[C@H]1N1C2=NC(=NC=C2N(C1=O)CC#C)N)COC(C)=O)F.C(C)N(CCNC(C=C)=O)CC